(3s,5r)-5-(3-methyl-1H-pyrazol-4-yl)-1-(2-(6-(trifluoromethyl)imidazo[1,2-a]pyrazin-3-yl)pyrimidin-4-yl)piperidin-3-ol CC1=NNC=C1[C@H]1C[C@@H](CN(C1)C1=NC(=NC=C1)C1=CN=C2N1C=C(N=C2)C(F)(F)F)O